N-(6-Bromothiazolo[4,5-b]pyrazin-2-yl)-4-(2-methoxyphenyl)-6-(trifluoromethyl)pyridine BrC=1N=C2C(=NC1)N=C(S2)N2CC=C(C=C2C(F)(F)F)C2=C(C=CC=C2)OC